1-(oxan-2-yl)-1H-pyrazol-5-amine O1C(CCCC1)N1N=CC=C1N